N[C@@]1(CN(CC1)C1=C(C=NC=C1C1=CC(=CC(=C1)C)C)C(=O)NC1CC(CCC1)(C)C)C 4-[(3S)-3-amino-3-methylpyrrolidin-1-yl]-N-(3,3-dimethylcyclohexyl)-5-(3,5-dimethylphenyl)pyridine-3-carboxamide